CC1(C(NC2=C(C=CC=C2N1)C(F)(F)F)=S)C 3,3-dimethyl-8-trifluoromethyl-3,4-dihydro-1H-quinoxaline-2-thione